O1C(CC1)CN1C(=NC2=C1C=C(C=C2)C(=O)O)CN2CCC(CC2)C2=NC(=CC=C2)OCC=2SC(=CC2)C(F)(F)F (oxetan-2-ylmethyl)-2-((4-(6-((5-(trifluoromethyl)thiophen-2-yl)methoxy)pyridin-2-yl)Piperidin-1-yl)methyl)-1H-benzo[d]imidazole-6-carboxylic acid